C(C)(C)C=1C=CC(=C(C1)[C@@H](C(=O)O)N1C[C@@H](CC1)OCCCCCC1=NC=2NCCCC2C=C1)OC(F)(F)F (S)-2-(5-isopropyl-2-(trifluoromethoxy)phenyl)-2-((R)-3-((5-(5,6,7,8-tetrahydro-1,8-naphthyridin-2-yl)pentyl)oxy)pyrrolidin-1-yl)acetic acid